CN(C1CN(C1)C(=O)N([C@H](C(=O)OCC1=CC=CC=C1)C(C)C)C)C benzyl (2S)-2-[[3-(dimethylamino)azetidine-1-carbonyl]-methyl-amino]-3-methyl-butanoat